NC(C(=O)O)(CCCCB(O)O)CCCN1C(CCC1)C1=CC=C(C=C1)F 2-amino-6-borono-2-(3-(2-(4-fluorophenyl)pyrrolidin-1-yl)propyl)hexanoic acid